N-(3-amino-3-methylbutyl)-7-cyano-4-(isopropylamino)-5H-pyrido[3,2-b]indole-3-carboxamide NC(CCNC(=O)C1=C(C=2NC=3C=C(C=CC3C2N=C1)C#N)NC(C)C)(C)C